CC(C#CC=CCN(CC1=CC=CC2=CC=CC=C12)C)(C)C N-(6,6-dimethylhept-2-en-4-ynyl)-N-methyl-1-naphthalene-methylamine